4-(chloromethyl)-5-(difluoromethyl)-1-ethyl-1H-1,2,3-triazole ClCC=1N=NN(C1C(F)F)CC